tetracosyl-porphyrin C(CCCCCCCCCCCCCCCCCCCCCCC)C1=C2NC(=C1)C=C1C=CC(=N1)C=C1C=CC(N1)=CC=1C=CC(N1)=C2